ClC=1N=C(C2=C(N1)CCN(C2=O)C)OC2=NC=1C=CC3=C(C1N=C2)C2=C(S3)C(NC(CN2)C)=O 3-((2-chloro-6-methyl-5-oxo-5,6,7,8-tetrahydropyrido[4,3-d]pyrimidin-4-yl)oxy)-10-methyl-9,10,11,12-tetrahydro-8H-[1,4]diazepino[5',6':4,5]thieno[3,2-f]quinoxalin-8-one